C(C)OC(=O)C=1C(C=C2N(C(CC3=CC(=C(C=C23)OC)C2=CC=NN2C)C(C)(C)C)C1)=O 6-tert-butyl-10-methoxy-9-(1-methyl-1H-pyrazol-5-yl)-2-oxo-6,7-dihydro-2H-pyrido[2,1-a]isoquinoline-3-carboxylic acid ethyl ester